C(C)(=O)N1CCN(CC1)C=1C=C2C(N(C=NC2=CC1)CC(=O)N[C@H](CC(=O)O)C1=CC=C(C=C1)Cl)=O (3R)-3-[[2-[6-(4-Acetylpiperazin-1-yl)-4-oxoquinazolin-3-yl]acetyl]amino]-3-(4-chlorophenyl)propanoic acid